FC1=C(CN2CCC(CC2)(F)C=C2CC3=C(S2(=O)=O)C=C(C(=C3)OC)OC)C=CC(=C1)F 2-((1-(2,4-difluorobenzyl)-4-fluoropiperidin-4-yl)methylene)-5,6-dimethoxy-2,3-dihydrobenzo[b]thiophene 1,1-dioxide